monobromoferrocenylphosphine BrP[C-]1C=CC=C1.[CH-]1C=CC=C1.[Fe+2]